N-(3,4-difluorophenyl)-2-(1H-imidazol-1-yl)-6-(trifluoromethyl)pyrimidine-4-carboxamide FC=1C=C(C=CC1F)NC(=O)C1=NC(=NC(=C1)C(F)(F)F)N1C=NC=C1